ClC=1C2=C(C3=C(CN(S(N3)(=O)=O)CC=3C(=NC=CC3)Cl)C1)NC=C2Cl 6,7-dichloro-3-[(2-chloro-3-pyridyl)methyl]-4,9-dihydro-1H-pyrrolo[3,2-h][2,1,3]benzothiadiazine 2,2-dioxide